10-((3-((1r,4r)-4-(4-chlorophenyl)cyclohexyl)-1,4-dioxo-1,4-dihydronaphthalen-2-yl)oxy)-10-oxodecanoic acid ClC1=CC=C(C=C1)C1CCC(CC1)C1=C(C(C2=CC=CC=C2C1=O)=O)OC(CCCCCCCCC(=O)O)=O